FC1(CNC1)COS(=O)(=O)C1=CC=C(C)C=C1 3-fluoro-3-((tosyloxy)methyl)azetidine